(S)-2-((4-((2-hydroxy-1-phenylethyl)amino)-5-(5-(pyridin-3-yl)-1,3,4-oxadiazol-2-yl)pyridin-2-yl)amino)-7,7-dimethyl-6-propyl-6,7-dihydro-5H-pyrrolo[3,4-d]pyrimidin-5-one OC[C@H](C1=CC=CC=C1)NC1=CC(=NC=C1C=1OC(=NN1)C=1C=NC=CC1)NC=1N=CC2=C(N1)C(N(C2=O)CCC)(C)C